2-ketomethylcyclopentylsulfonate O=CC1C(CCC1)S(=O)(=O)[O-]